C(C1=CC=CC=C1)(=O)N1CC2C=3C(=CC=CC13)C(CC2)=O 1-benzoyl-5-keto-1,2,2a,3,4,5-hexahydrobenz[cd]indole